(S)-6-((1-(6-chloropyrimidin-4-yl)-4,4-difluoropyrrolidin-3-yl)oxy)-1-(2,2,2-trifluoroethyl)-1H-pyrazolo[4,3-c]pyridine ClC1=CC(=NC=N1)N1C[C@@H](C(C1)(F)F)OC1=CC2=C(C=N1)C=NN2CC(F)(F)F